7-ethoxy-4-(1-methyl-3-phenyl-1H-pyrazol-4-yl)-N-(tetrahydro-2H-pyran-4-yl)pyrido[3,2-d]pyrimidin-6-amine C(C)OC1=CC=2N=CN=C(C2N=C1NC1CCOCC1)C=1C(=NN(C1)C)C1=CC=CC=C1